P(=O)(O)(O)OC=1C(=C2C=CC=CC2=CC1)C1=CC=CC2=CC=CC=C12 (S)-(+)-binaphthol phosphate